2,3-dihydro-benzo[2,3-b][1,4]oxazine O1C2=C(NCC1)C=CC=C2